BrC(C(=O)C1=CC(=C(C(=C1)OC)OC)OC)(F)Br 2,2-dibromo-2-fluoro-1-(3,4,5-trimethoxyphenyl)ethan-1-one